2-ethylbutyl ((((2R,3S,4R,5R)-5-(4-aminopyrrolo[2,1-f][1,2,4]triazin-7-yl)-5-cyano-3,4-dihydroxytetrahydrofuran-2-yl)methoxy)(4-morpholinophenoxy)phosphoryl)-L-alaninate NC1=NC=NN2C1=CC=C2[C@]2([C@@H]([C@@H]([C@H](O2)COP(=O)(OC2=CC=C(C=C2)N2CCOCC2)N[C@@H](C)C(=O)OCC(CC)CC)O)O)C#N